2-(4-methyl-3-nitrophenyl)-5-[1-(benzenesulfonyl)-1H-pyrrolo[2,3-b]pyridin-4-yl]-1H-pyrrole-3-carboxylic acid methyl ester COC(=O)C1=C(NC(=C1)C1=C2C(=NC=C1)N(C=C2)S(=O)(=O)C2=CC=CC=C2)C2=CC(=C(C=C2)C)[N+](=O)[O-]